1-(tert-butyl) 2-methyl (2S)-3-allyl-4-hydroxy-3-(2-hydroxy ethyl)pyrrolidine-1,2-dicarboxylate C(C=C)C1([C@H](N(CC1O)C(=O)OC(C)(C)C)C(=O)OC)CCO